cis-endo-bicyclo[2.2.1]heptane-2,3-dicarboxylic acid, disodium salt [Na+].[Na+].C12C(C(C(CC1)C2)C(=O)[O-])C(=O)[O-]